N-(5-(((2S,4R)-4-(isoquinolin-1-yloxy)-2-methylpyrrolidin-1-yl)methyl)thiazol-2-yl)acetamide C1(=NC=CC2=CC=CC=C12)O[C@@H]1C[C@@H](N(C1)CC1=CN=C(S1)NC(C)=O)C